CC1(C(NC=2C=C3C(=CC2C1NC1=CC=C(C=C1)C)OCO3)=O)C 7,7-Dimethyl-8-(p-tolylamino)-7,8-dihydro-[1,3]dioxolo[4,5-g]quinolin-6(5H)-one